ClC=1C=C(C=CC1)[C@@H](NC(=O)C1CC2(C1)C(NCC2)=O)C2CCCC2 (2r,4S)-N-((S)-(3-chlorophenyl)(cyclopentyl)methyl)-5-oxo-6-azaspiro[3.4]octane-2-carboxamide